[Cl-].FC1=C(C=CC=C1)CC[NH3+] 2-fluorophenylethyl-ammonium chloride